C1=CC=CC=2C3=CC=CC=C3C(C12)COC(=O)N[C@H](C(=O)O)CC1=CNC2=CC(=CC=C12)C1=CC=C(C=C1)OC (2S)-2-({[(9H-fluoren-9-yl)methoxy]carbonyl}amino)-3-[6-(4-methoxyphenyl)-1H-indol-3-yl]propanoic acid